CC1=C2C(=CC(=C1)O2)CC 2-methyl-6-ethyl-1,4-phenylenoxid